N-(5-((2-chloro-5-(trifluoromethyl)phenyl)carbamoyl)-4-methylthiazol-2-yl)-N-(3-fluoro-5-methoxyphenyl)cyclopropane-1,1-dicarboxamide ClC1=C(C=C(C=C1)C(F)(F)F)NC(=O)C1=C(N=C(S1)N(C(=O)C1(CC1)C(=O)N)C1=CC(=CC(=C1)OC)F)C